Methyl 3-[[4-[(2R)-3-(3,4-dihydro-1H-isoquinolin-2-yl)-2-hydroxy-propyl]-5-oxo-2,3-dihydro-1,4-benzoxazepine-8-yl]oxy]azetidine-1-carboxylate C1N(CCC2=CC=CC=C12)C[C@H](CN1CCOC2=C(C1=O)C=CC(=C2)OC2CN(C2)C(=O)OC)O